ClC1=NN(C=C1NC(OC(C)(C)C)=O)C=1C=NC=CC1 tert-butyl (3-chloro-1-(pyridin-3-yl) 1H-pyrazol-4-yl)carbamate